3-(4-(dimethylamino)phenyl)-1-(3-hydroxybenzothiophen-2-yl)prop-2-en-1-one CN(C1=CC=C(C=C1)C=CC(=O)C=1SC2=C(C1O)C=CC=C2)C